C(C=C)C=1C(=C(C(=O)OC2=C(C(=C(C(=O)OCC3=CC=CC=C3)C(=C2C)C)C)C)C(=CC1OCC1=CC=CC=C1)C)C benzyl 4-((3-allyl-4-(benzyloxy)-2,6-dimethylbenzoyl)oxy)-2,3,5,6-tetramethylbenzoate